CC(C(Cl)(Cl)Cl)O methyl-trichloroethanol